N-[8-chloro-6-(2,6-dichlorophenyl)-7-fluoroisoquinolin-3-yl]2-fluorocyclopropane-1-carboxamide ClC=1C(=C(C=C2C=C(N=CC12)NC(=O)C1C(C1)F)C1=C(C=CC=C1Cl)Cl)F